(2R,3S,4S)-2-(1,3-benzothiazol-5-ylmethyl)-4-hydroxypyrrolidin S1C=NC2=C1C=CC(=C2)C[C@H]2NC[C@H](C2)O